6-(4-fluorophenyl)-N-((6-methyl-pyridazin-3-yl)methyl)pteridin-4-amine FC1=CC=C(C=C1)C=1N=C2C(=NC=NC2=NC1)NCC=1N=NC(=CC1)C